2-methoxy-N-methyl-N-(1-methylpiperidin-4-yl)benzamide COC1=C(C(=O)N(C2CCN(CC2)C)C)C=CC=C1